ClC=1C=C(C=CC1F)NC(N(CC(C)C)[C@H](C)C1=CN=CC2=CC(C(C=C12)F)F)=O (R)-3-(3-chloro-4-fluorophenyl)-1-(6,7-difluoro-1-(6,7-dihydro-isoquinolin-4-yl)ethyl)-1-isobutyl-urea